2-(((4,6-dimethyl-2-(trifluoromethyl)pyridine-3-yl)methyl)thio)-3,5,6,7-tetrahydro-4H-cyclopenta[d]pyrimidin-4-one CC1=C(C(=NC(=C1)C)C(F)(F)F)CSC=1NC(C2=C(N1)CCC2)=O